C1(CC1)C=1C(=NON1)C(=O)N[C@H](C=1N=C2N(N=CC(=C2)C[C@@H]2C(N[C@H](CC2)C(F)(F)F)=O)C1)C1CCC(CC1)(F)F |o1:21,24| 4-Cyclopropyl-N-((S)-(4,4-difluorocyclohexyl)(7-(((3R*,6R*)-2-oxo-6-(trifluoromethyl)piperidin-3-yl)methyl)imidazo[1,2-b]pyridazin-2-yl)methyl)-1,2,5-oxadiazole-3-carboxamide